FC=1C=C(C=NC1)[C@@H](O)C12CCC(CC1)(N2)CCCC2=CC=CC=C2 (R)-(5-Fluoropyridin-3-yl)(4-(3-phenylpropyl)-7-azabicyclo[2.2.1]heptan-1-yl)methanol